COC(C=1C(=CC(=NC1)C(=O)O)OC)OC 5-(dimethoxymethyl)-4-methoxypicolinic acid